nonadecane-3,9-diol CCC(CCCCCC(CCCCCCCCCC)O)O